1-(8-hydroxy-2-(4-methoxyphenyl)-5-(2-morpholinoethyl)-6-oxo-5,6-dihydropyrido[2,3-b]pyrazine-7-carboxamido)cyclohexane-1-carboxylic acid OC1=C(C(N(C2=NC=C(N=C21)C2=CC=C(C=C2)OC)CCN2CCOCC2)=O)C(=O)NC2(CCCCC2)C(=O)O